COC=1C=C2C(=NC(=NC2=CC1OC)C)NC(C)C1=CC=C(S1)C1=C(C=CC=C1)C(CCC1=CC=CC=C1)O 1-[2-(5-{1-[(6,7-dimethoxy-2-methylquinazolin-4-yl)amino]ethyl}thiophen-2-yl)phenyl]-3-phenylpropan-1-ol